N[C@@H]([C@@H](C1=CC=CC=C1)NS(=O)(=O)C1=CC=C(C=C1)[N+](=O)[O-])C1=CC=CC=C1 N-[(1R,2R)-2-amino-1,2-diphenylethyl]p-nitrobenzenesulfonamide